ClC1=C(C(=CC=C1Cl)O)[C@H]1CC(CN1)CC(=O)N1C[C@H](CC1)O 2-((5R)-5-(2,3-dichloro-6-hydroxyphenyl)pyrrolidin-3-yl)-1-((S)-3-hydroxypyrrolidin-1-yl)ethan-1-one